[Cl-].[Cl-].C1(=CC(=CC=C1)C(=[Zr+2](C1=CC(=CC=2C3=CC(=CC=C3CC12)C(C)(C)C)C(C)(C)C)C1C=CC=C1)C=1C=C(C=CC1)C)C di(m-tolyl)methylene(cyclopentadienyl)(3,6-di-t-butylfluorenyl)zirconium dichloride